ClC=1C=C(C=C(C1)Cl)C1(CC(=NO1)C1=CC(=C(C(=O)NC2CS(C2)=O)C=C1)C)C(F)(F)F 4-[5-(3,5-dichlorophenyl)-4,5-dihydro-5-(trifluoromethyl)-3-isoxazolyl]-2-methyl-N-(cis-1-oxo-3-thietanyl)benzamide